ClC1=C(C=NC(=C1)Cl)NC(=O)C12CC(C1)(C2)NC(=O)C=2OC(=CC2)CSC N-[3-[(4,6-dichloro-3-pyridyl)carbamoyl]-1-bicyclo[1.1.1]pentanyl]-5-(methylsulfanylmethyl)furan-2-carboxamide